FC1=CC=C(C=C1)[C@@H]1N(CCC2=CC=CC=C12)C(=O)OC1C(CC1)NC(=O)OC(C)(C)C 2-((tert-butoxycarbonyl)amino)cyclobutyl (S)-1-(4-fluorophenyl)-3,4-dihydroisoquinoline-2(1H)-carboxylate